benzyl (2-(2-(((7-((4aR,8aS)-3-oxooctahydro-2H-pyrido[4,3-b][1,4]oxazine-6-carbonyl)-7-azaspiro[3.5]nonan-2-yl)oxy)methyl)phenoxy)ethyl)carbamate O=C1N[C@H]2[C@@H](OC1)CCN(C2)C(=O)N2CCC1(CC(C1)OCC1=C(OCCNC(OCC3=CC=CC=C3)=O)C=CC=C1)CC2